C(C#C)NC(NCCCCC(C(C(=O)N)O)NC(=O)[C@H]1N(C[C@H](C1)N1N=NC=C1C(C)(C)O)C([C@@H](CC1CCCCC1)N)=O)=O (2S,4S)-N-(7-(3-propargylureido)-1-amino-2-hydroxy-1-oxohept-3-yl)-1-((R)-2-amino-3-cyclohexylpropionyl)-4-(5-(2-hydroxyprop-2-yl)-1H-1,2,3-triazol-1-yl)pyrrolidine-2-carboxamide